O-7-[(15-azido-13,10,7,4-tetraoxapentadecanoyl)amino]-1-(methylsulfonyl)-2-heptyl N-3-oxapropylcarbamate C(CO)NC(OC(CS(=O)(=O)C)CCCCCNC(CCOCCOCCOCCOCCN=[N+]=[N-])=O)=O